Cl.ClC=1C(=NC=CC1)/C=C/S(=O)(=O)C1=CC=C(OCC(=O)N2CCN(CC2)C)C=C1 (E)-2-(4-(2-(3-chloropyridin-2-yl)vinylsulfonyl)phenoxy)-1-(4-methylpiperazin-1-yl)ethanone hydrochloride